C1(CC1)CCN1CCN(CC1)C1=NC=C(C(=O)O)C=C1NC(C1=CC(=CC(=C1)C)C)=O 6-(4-(2-cyclopropylethyl)piperazin-1-yl)-5-(3,5-dimethylbenzamido)nicotinic acid